dichloro(1,3-di-i-propylphenylimidazolidin-2-ylidene){2-[(ethoxy-2-oxoethylidene)amino]benzylidene}ruthenium(II) Cl[Ru-4](=CC1=C(C=CC=C1)N=CC(=O)OCC)(=C1N(CCN1)C1(CC(=CC=C1)C(C)C)C(C)C)Cl